(2R,3S,4R,5R)-2-((R)-hydroxy(4-(trifluoromethyl)phenyl)methyl)-3-methyl-5-(4-methyl-7H-pyrrolo[2,3-d]pyrimidin-7-yl)tetrahydrofuran-3,4-diol O[C@@H]([C@H]1O[C@H]([C@@H]([C@@]1(O)C)O)N1C=CC2=C1N=CN=C2C)C2=CC=C(C=C2)C(F)(F)F